O=C1NC(CCC1C1=CC=C(C=C1)N1CCN(CC1)CCN1CC(C1)NC(OC(C)(C)C)=O)=O tert-butyl (1-(2-(4-(4-(2,6-dioxopiperidin-3-yl)phenyl)piperazin-1-yl)ethyl)azetidin-3-yl)carbamate